C12N(CC(NC1)CC2)C=2C1=C(N=C(N2)OC([2H])([2H])[C@]23CCCN3C[C@@H](C2)F)C(=C(N=C1)C=1C=C(C=C(C1C1CC1)Cl)O)F 3-(4-(2,5-Diazabicyclo[2.2.2]octan-2-yl)-8-fluoro-2-(((2R,7aS)-2-fluorotetrahydro-1H-pyrrolizin-7a(5H)-yl)methoxy-d2)pyrido[4,3-d]pyrimidin-7-yl)-5-chloro-4-cyclopropylphenol